N-[4-(phenylsulfonyloxy)phenyl]-N'-[4-(ethanesulfonyloxy)phenyl]urea C1(=CC=CC=C1)S(=O)(=O)OC1=CC=C(C=C1)NC(=O)NC1=CC=C(C=C1)OS(=O)(=O)CC